CC1=CC=C(C(=C1)CC(=C)C)O 4-methyl-6-(2-methylallyl)phenol